CN1C(N(C2=C1C(=CC=C2)C(F)(F)F)C=2SC(=NN2)C)=O 3-methyl-1-(5-methyl-1,3,4-thiadiazol-2-yl)-4-(trifluoromethyl)benzimidazol-2-one